O=C1NC(CCC1N1C(C2=CC=C(C=C2C1=O)CNC(C(C1=CC(=CC=C1)N1N=CC(=C1)C1=NC2=CC=CC=C2N=C1)(F)F)=O)=O)=O ((2-(2,6-Dioxopiperidin-3-yl)-1,3-dioxoisoindolin-5-yl)methyl)-2,2-difluoro-2-(3-(4-(quinoxalin-2-yl)-1H-pyrazol-1-yl)phenyl)acetamide